1-(oxetan-2-ylmethyl)-4-(prop-1-yn-1-yl)-1H-benzo[d]imidazole-6-carboxylic acid O1C(CC1)CN1C=NC2=C1C=C(C=C2C#CC)C(=O)O